OC1=C(C)C=C(C=C1)O 2,5-dihydroxytoluene